2-(2,3-dihydro-1H-inden-2-yl)acetic acid C1C(CC2=CC=CC=C12)CC(=O)O